3-[(1,3,5-trimethylpyrazole-4-yl)methylsulfonyl]-4,5-dihydro-5,5-dimethylisoxazole CN1N=C(C(=C1C)CS(=O)(=O)C1=NOC(C1)(C)C)C